ClC1=C(C=C(C=C1)NC1=NC=2N(C(=C1)NC1CC1)N=CC2C#N)C[S@](=O)C (R)-(-)-5-((4-Chloro-3-((methylsulfinyl)methyl)phenyl)amino)-7-(cyclopropylamino)pyrazolo[1,5-a]pyrimidin-3-carbonitril